3-chloro-2-(2-chloroethoxy)-5-(2-(4-((2-(2-(piperidin-4-yl)-2,7-diazaspiro[3.5]nonan-7-yl)pyrimidin-4-yl)methoxy)phenyl)propan-2-yl)benzonitrile ClC=1C(=C(C#N)C=C(C1)C(C)(C)C1=CC=C(C=C1)OCC1=NC(=NC=C1)N1CCC2(CN(C2)C2CCNCC2)CC1)OCCCl